2-(4-((4-(4-bromophenyl)-5-oxo-4,5-dihydro-1H-1,2,4-triazol-1-yl)methyl)-2-Methylphenoxy)-2-methylpropionic acid BrC1=CC=C(C=C1)N1C=NN(C1=O)CC1=CC(=C(OC(C(=O)O)(C)C)C=C1)C